Cl.NCC(C)(C)C=1C=C(C=CC1)C1=NN(C(C2=CC=CC=C12)=O)C1=C(C=C(C=C1)F)F 4-(3-(1-Amino-2-methylpropan-2-yl)phenyl)-2-(2,4-difluorophenyl)phthalazin-1(2H)-one-hydroChloride